CC1([C@@H]([C@H]1C=C(C)C)C(=O)O[C@@H]1C(=C(C(C1)=O)C\C=C/CC)C)C [(1S)-2-methyl-4-oxo-3-[(Z)-pent-2-enyl]cyclopent-2-en-1-yl] (1R,3R)-2,2-dimethyl-3-(2-methylprop-1-enyl)cyclopropane-1-carboxylate